Nonane-3-carboxylic acid CCC(CCCCCC)C(=O)O